ClC1=C(C=2N(C=C1)N=C(N2)NC2CCN(CC2)S(=O)(=O)C)O 7-chloro-2-((1-(methylsulfonyl)piperidin-4-yl)amino)-[1,2,4]triazolo[1,5-a]pyridin-8-ol